Tert-Butyl (1R*,5R*)-3-(5-chloro[1,3]thiazolo[5,4-d]pyrimidin-7-yl)-6-fluoro-3,8-diazabicyclo[3.2.1]octane-8-carboxylate ClC=1N=C(C2=C(N1)SC=N2)N2C[C@H]1CC([C@@H](C2)N1C(=O)OC(C)(C)C)F |o1:12,15|